C(C)N(C1=CC=C(C=C1)C)C1=CC=2CC3=CC=C(C=C3C2C=C1C)N(C1=CC=C(C=C1)C)CCC 2-(N-ethyl-p-toluidino)-3-methyl-6-(N-propyl-p-toluidino)fluorene